(E)-1-(2,4-Dihydroxyphenyl)-3-(4-nitrosophenyl)prop-2-en-1-one OC1=C(C=CC(=C1)O)C(\C=C\C1=CC=C(C=C1)N=O)=O